OXOQUINOLINE C1=CC2=C(C(=C1)O)N=CC=C2